NC1=CC(=C(C=N1)N1C=C(C(C2=CC(=C(N=C12)N1N=C(C=C1)N(C)C)Cl)=O)C(=O)O)C 1-(6-amino-4-meth-ylpyridin-3-yl)-6-chloro-7-(3-(dimeth-ylamino)-1H-pyrazol-1-yl)-4-oxo-1,4-dihydro-1,8-naphthyridine-3-carboxylic acid